(R)-1-(4-(8-((2,2-difluoropent-4-en-1-yl)oxy)imidazo[1,2-a]pyrazin-6-yl)-5-methoxypyridin-2-yl)-N-ethylethan-1-amine FC(COC=1C=2N(C=C(N1)C1=CC(=NC=C1OC)[C@@H](C)NCC)C=CN2)(CC=C)F